(1R,3R)-1-benzyl-3-(2,2-diphenylacetamido)-1-methylpiperidin-1-ium C(C1=CC=CC=C1)[N@@+]1(C[C@@H](CCC1)NC(C(C1=CC=CC=C1)C1=CC=CC=C1)=O)C